C(C)OC(CC[C@H]1CN(CCC1)C(=O)OC(C)(C)C)=O (S)-tert-butyl 3-(3-ethoxy-3-oxopropyl)piperidine-1-carboxylate